NC1=CC=C(C(=O)[O-])C=C1 para-Aminobenzoat